ethyl-(4-((2-chloro-7,8-dihydro-6H-thiopyrano[3,2-d]pyrimidin-4-yl) amino)-2-fluorophenyl) cyclopropane-1-carboxylate C1(CC1)C(=O)OC1=C(C(=C(C=C1)NC=1C2=C(N=C(N1)Cl)CCCS2)CC)F